C(C)(C)(C)OC(NC1=C(N(C2=CC=CC=C12)C)C=O)=O (2-(formyl)-1-methyl-1H-indol-3-yl)carbamic acid tert-butyl ester